1,3,5-tris(methoxymethoxy)benzene COCOC1=CC(=CC(=C1)OCOC)OCOC